tert-Butyl 5-((3-cyano-5,6,7,8-tetrahydroquinolin-8-yl)oxy)-3-cyclopropyl-1H-indazole-1-carboxylate C(#N)C=1C=NC=2C(CCCC2C1)OC=1C=C2C(=NN(C2=CC1)C(=O)OC(C)(C)C)C1CC1